ethyl 2-(6'-(difluoromethoxy)-4'-oxo-3',4'-dihydro-2'H-spiro[cyclopropane-1,1'-naphthalen]-3'-yl)-2-oxoacetate FC(OC=1C=C2C(C(CC3(C2=CC1)CC3)C(C(=O)OCC)=O)=O)F